N1CC(C1)N(C(=O)C1=C(N=C(N1[C@H]1CN(CC1)C(C)C)CNC1=NNC2=CC(=C(C=C12)C(C)(C)C)Cl)Cl)C (R)-N-(azetidin-3-yl)-2-(((5-(tert-butyl)-6-chloro-1H-indazol-3-yl)amino)methyl)-4-chloro-1-(1-isopropylpyrrolidin-3-yl)-N-methyl-1H-imidazole-5-carboxamide